FC(C=1C=C2C3CCNC(C2=CC1)C3)(F)F 4-(trifluoromethyl)-9-azatricyclo[6.3.1.02,7]dodeca-2,4,6-triene